FC1=CC(=CC2=C1[C@H](CO2)C)F |r| (rac)-4,6-difluoro-3-methyl-2,3-dihydrobenzofuran